CC(C[C@@H](C(=O)N[C@@H](CC1=CN=C[NH2+]1)C=O)NC(C(CCC)CCC)=O)C 5-((S)-2-((S)-4-methyl-2-(2-propylpentanamido)pentanamido)-3-oxopropyl)-1H-imidazol-1-ium